tert-Butyl (14-Hydroxy-3,6,9,12-tetraoxatetradecyl)(methyl)carbamate OCCOCCOCCOCCOCCN(C(OC(C)(C)C)=O)C